4-(5-(benzyloxy)-4-cyano-2-methylbenzofuran-3-carboxamido)-3,3-difluoropyrrolidine-1-carboxylic acid tert-butyl ester C(C)(C)(C)OC(=O)N1CC(C(C1)NC(=O)C1=C(OC2=C1C(=C(C=C2)OCC2=CC=CC=C2)C#N)C)(F)F